ethyl 2-[2-(tert-butoxycarbonylamino)ethyl]-5-cyclopropyl-pyrazole-3-carboxylate C(C)(C)(C)OC(=O)NCCN1N=C(C=C1C(=O)OCC)C1CC1